O1C2=C(OCC1)C=C(C=C2)C2=NC(=NC(=C2)C2=CC=C(C=C2)OC)NC(CN2CCCC2)=O N-(4-(2,3-dihydrobenzo[b][1,4]dioxin-6-yl)-6-(4-methoxyphenyl)pyrimidin-2-yl)-2-(pyrrolidin-1-yl)acetamide